[C@H]12CN(C[C@H](CC1)O2)C=2C1=C(N=C(N2)OC([2H])([2H])C23CCCN3CCC2)C(=C(N=C1)C=1C=C(C=C(C1C(F)(F)F)Cl)O)F 3-(4-((1R,5S)-8-Oxa-3-azabicyclo[3.2.1]octan-3-yl)-8-fluoro-2-((tetrahydro-1H-pyrrolizin-7a(5H)-yl)methoxy-d2)pyrido[4,3-d]pyrimidin-7-yl)-5-chloro-4-(trifluoromethyl)phenol